4-(dimethylamino)-2-butenamide maleate C(\C=C/C(=O)O)(=O)O.CN(CC=CC(=O)N)C